C(C)(C)(C)C(C(=O)N1[C@H](C[C@H](C2=CC=CC=C12)NC1=CC=C(C=C1)C(=O)N1CC(C1)N)C)C tert-butyl-1-[(2s,4r)-4-{[4-(3-aminoazetidin-1-carbonyl)phenyl]amino}-2-methyl-3,4-dihydroquinolin-1(2H)-yl]propan-1-one